C(C)(C)(C)OC(=O)NC=1C=C(C=CC1)B(O)O 3-(tert-butoxycarbonylamino)phenylboronic acid